C(#N)C1=CC(=NN1C1=CC=C(C=C1)OC(F)(F)F)N1CCN(CC1)C(=O)OC(C)(C)C tert-butyl 4-[5-cyano-1-[4-(trifluoromethoxy)phenyl]pyrazol-3-yl]piperazine-1-carboxylate